N-(4-Amino-1H-pyrazolo[4,3-c]pyridin-7-yl)-2-oxo-2-[rac-(2S,5S)-2-(2-ethylpyrazol-3-yl)-5-methyl-1-piperidyl]acetamide Hydrogen chloride Cl.NC1=NC=C(C2=C1C=NN2)NC(C(N2[C@@H](CC[C@@H](C2)C)C=2N(N=CC2)CC)=O)=O |r|